4-(1-(2-ethoxyethyl)-1H-benzo[d]imidazol-2-yl)piperidine C(C)OCCN1C(=NC2=C1C=CC=C2)C2CCNCC2